Tert-butyl (tert-butoxycarbonyl)(4-methoxypyrazolo[1,5-a]pyridin-5-yl)carbamate C(C)(C)(C)OC(=O)N(C(OC(C)(C)C)=O)C1=C(C=2N(C=C1)N=CC2)OC